6-(2,3-dimethyl-3H-imidazo[4,5-b]pyridin-6-yl)-5-(1-((1-fluorocyclopentyl)methyl)-1H-pyrazol-4-yl)picolinonitrile CC1=NC=2C(=NC=C(C2)C2=C(C=CC(=N2)C#N)C=2C=NN(C2)CC2(CCCC2)F)N1C